(4-{6-amino-5-[1-(2-chloro-3,6-difluoro-phenyl)-ethoxy]-pyridin-3-yl}-phenyl)-((S)-3-amino-pyrrolidin-1-yl)-methanone NC1=C(C=C(C=N1)C1=CC=C(C=C1)C(=O)N1C[C@H](CC1)N)OC(C)C1=C(C(=CC=C1F)F)Cl